N-[5-(aminocarbonyl)tricyclo[3.3.1.13,7]dec-2-yl]-α,α-dimethyl-4-[5-(trifluoromethyl)-2-pyridinyl]-1-piperazineacetamide NC(=O)C12CC3C(C(CC(C1)C3)C2)NC(C(N2CCN(CC2)C2=NC=C(C=C2)C(F)(F)F)(C)C)=O